[N+](=[N-])=CC(CC[C@@H](C(=O)OC(C)C)NC(=O)C1(CCCC1)OC)=O isopropyl (S)-6-diazo-2-(1-methoxycyclopentane-1-carboxamido)-5-oxohexanoate